[Ca].[Zr].[B].[Al] aluminum boron zirconium calcium